(+/-)-N-(2,2-difluorocyclopropyl)-3,4-difluoro-2-(2-fluoro-4-iodoanilino)-5-[[3-fluoro-2-(methylsulfamoylamino)pyridin-4-yl]methyl]benzamide FC1([C@@H](C1)NC(C1=C(C(=C(C(=C1)CC1=C(C(=NC=C1)NS(NC)(=O)=O)F)F)F)NC1=C(C=C(C=C1)I)F)=O)F |r|